C(CCCCCCCCCC)C=1N(C=CN1)CC(=O)O undecyl-N-carboxymethyl-imidazole